6-(5-amino-4-methyl-3-pyridinyl)-7-fluoro-N3-(5-isopropyl-6,6-dioxo-4,7-dihydropyrazolo[5,1-d][1,2,5]thiadiazin-2-yl)isoquinoline-3,8-diamine NC=1C(=C(C=NC1)C=1C=C2C=C(N=CC2=C(C1F)N)NC1=NN2C(CN(S(C2)(=O)=O)C(C)C)=C1)C